ClC=1C(=CC(=C(C1)C)N1[C@@H](CCCC1)C(=O)O)\C=C\C1=NC=CC(=C1C#N)C1=C(C=CC=C1NC=1N=CC=C2C=C(C=NC12)CN1C=C(C=C1)O)C (S)-1-(5-chloro-4-((E)-2-(3-cyano-4-(3-(3-(((R)-3-hydroxypyrrol-1-yl)methyl)-1,7-naphthyridin-8-ylamino)-2-tolyl)pyridin-2-yl)vinyl)-2-tolyl)piperidine-2-carboxylic acid